C(#N)C1=C(C=NN1)C1=CC(=C2C=NNC2=C1)NCCOCCCCNCC=1C=C(C(=O)N)C=C(C1)OC(F)(F)F 3-(((4-(2-((6-(5-cyano-1H-pyrazol-4-yl)-1H-indazol-4-yl)amino)ethoxy)butyl)amino)methyl)-5-(trifluoromethoxy)benzamide